IC1=C(C(=CC=C1)I)SC1=C(C=CC=C1I)I 2,6-diiodophenyl sulfide